2-Amino-N-(cyclopropylmethyl)-7-fluoro-3-isopropyl-N-((2-(1-methylpiperidin-4-yl)benzo[d]thiazol-6-yl)methyl)quinoline-6-carboxamide NC1=NC2=CC(=C(C=C2C=C1C(C)C)C(=O)N(CC1=CC2=C(N=C(S2)C2CCN(CC2)C)C=C1)CC1CC1)F